1-ethyl-6-fluoro-8-methoxy-1,4-dihydro-7-(2-oxa-8-azaspiro[4.5]dec-8-yl)-4-oxo-3-quinolinecarboxylic acid C(C)N1C=C(C(C2=CC(=C(C(=C12)OC)N1CCC2(CCOC2)CC1)F)=O)C(=O)O